(R)-2-fluoro-4-(1-methyl-1H-1,2,3-triazol-4-yl)-N-(2-(2-methylthiazol-5-yl)thieno[3,2-c]pyridin-4-yl)-N-(piperidin-3-yl)benzamide FC1=C(C(=O)N([C@H]2CNCCC2)C2=NC=CC3=C2C=C(S3)C3=CN=C(S3)C)C=CC(=C1)C=1N=NN(C1)C